CN1N=NC2=C1C=CC(=C2C)[C@H](CC(=O)O)C=2C=C(C1=C(C=CS1)C2)CN2C[C@H](OC1=C(C2)N=CC(=C1)O)CC |o1:11| (3R*)-3-(1,4-Dimethyl-1H-benzotriazol-5-yl)-3-(7-{[(2R)-2-ethyl-8-hydroxy-2,3-dihydropyrido[2,3-f][1,4]oxazepin-4(5H)-yl]methyl}-1-benzothiophen-5-yl)propanoic acid